((S)-1-(((3S,6S,8R,10aR)-3-carbamoyl-8-ethoxy-5-oxodecahydropyrrolo[1,2-a]azocine-6-yl)amino)-1-oxopropan-2-yl)(methyl)carbamic acid tert-butyl ester C(C)(C)(C)OC(N(C)[C@H](C(=O)N[C@H]1C[C@@H](CC[C@@H]2N(C1=O)[C@@H](CC2)C(N)=O)OCC)C)=O